Cl.NCCCCNC(=O)C1=CC=C(C=C1)NC(=O)N1C=CC2=C1N=CN=C2N(C)[C@H]2CN(CC[C@H]2C)C(CC#N)=O N-[4-(4-aminobutylcarbamoyl)phenyl]-4-[[(3R,4R)-1-(2-cyanoacetyl)-4-methyl-3-piperidinyl]-methyl-amino]Pyrrolo[2,3-d]Pyrimidine-7-carboxamide hydrochloride